(2E)-2-[2-[[(E)-1-(3,5-difluoro-phenyl)ethylideneamino]oxymethyl]-3-methyl-phenyl]-2-methoxyimino-N-methyl-acetamide FC=1C=C(C=C(C1)F)\C(\C)=N\OCC1=C(C=CC=C1C)\C(\C(=O)NC)=N/OC